CC1=C(C(CCC1)(C)C)/C=C/C(=C/C=C/C(=C/C(=O)O[C@H]2[C@@H]([C@H]([C@@H]([C@H](O2)C(=O)O)O)O)O)/C)/C The molecule is a retinoid that is retinoic acid in which the carboxy proton has been replaced by a beta-D-glucuronyl residue. It has a role as a human metabolite. It is a member of glucuronic acids and a retinoid. It derives from an all-trans-retinoic acid. It is a conjugate acid of a 1-O-(all-trans-retinoyl)-beta-D-glucuronate.